C1(CC1)[C@@]1(NC(NC1=O)=O)CN1C(C=CC=C1)C1=CC=C(C=C1)C(F)(F)F N-{[(4R)-4-cyclopropyl-2,5-dioxoimidazolidin-4-yl]methyl}-2-[4-(trifluoromethyl)phenyl]pyridine